NC1=NC=CC=C1C1=NC=2C(=NC(=C(C2)C#N)C2=CC=C(C=C2)F)N1C1=CC=C(C=C1)CCl 2-(2-aminopyridin-3-yl)-3-(4-(chloromethyl)phenyl)-5-(4-fluorophenyl)-3H-imidazo[4,5-b]pyridine-6-carbonitrile